CN(CCOC1=CC=C(C=C1)N1N=C(C=C1)N)C 1-[4-[2-(dimethylamino)ethoxy]phenyl]pyrazol-3-amine